C(=O)(OC(C)(C)C)N1C(C(CC1)=O)C(=O)OCC ethyl N-Boc-3-oxopyrrolidin-2-formate